(R)-1-methyl-3-(piperidin-3-yl)imidazolin-2-one CN1C(N(CC1)[C@H]1CNCCC1)=O